3-(4-(2,5-diazabicyclo[2.2.2]octan-2-yl)-5,6-difluoro-1-oxoisoindolin-2-yl)piperidine-2,6-dione C12N(CC(NC1)CC2)C2=C1CN(C(C1=CC(=C2F)F)=O)C2C(NC(CC2)=O)=O